tert-Butyl N-[(1S,2S)-1-[[4-[1-(benzenesulfonyl)pyrrolo[2,3-b]pyridin-4-yl]phenyl]carbamoyl]-2-methyl-butyl]carbamate C1(=CC=CC=C1)S(=O)(=O)N1C=CC=2C1=NC=CC2C2=CC=C(C=C2)NC(=O)[C@H]([C@H](CC)C)NC(OC(C)(C)C)=O